ClC1=C(C=C(C=C1)NC(=O)NC1=CC(=CC=C1)C(=O)C=1C=C2N=C(C=NC2=CC1)N1CCNCC1)F 1-(4-chloro-3-fluorophenyl)-3-(3-(3-(piperazin-1-yl)quinoxaline-6-carbonyl)phenyl)urea